bis(2-methoxylphenyl)carbamyl chloride O(C)C1=C(C=CC=C1)N(C(=O)Cl)C1=C(C=CC=C1)OC